tert-Butyl (2-formyl-6-methoxypyridin-3-yl)carbamate C(=O)C1=NC(=CC=C1NC(OC(C)(C)C)=O)OC